(S)-(3-(aminomethyl)pyrrolidin-1-yl)(4,5-dichloro-1H-indol-2-yl)methanone NC[C@H]1CN(CC1)C(=O)C=1NC2=CC=C(C(=C2C1)Cl)Cl